COC1=C(C=CC(=C1)OC)C=CC(=O)C1=C(C=C(C=C1OC)OC)O 3-(2,4-dimethoxyphenyl)-1-(2-hydroxy-4,6-dimethoxyphenyl)prop-2-en-1-one